adenylylsulfate C1=NC(=C2C(=N1)N(C=N2)[C@H]3[C@@H]([C@@H]([C@H](O3)COP(=O)(O)OS(=O)(=O)O)O)O)N